14-(4-(4-((2,6-dioxopiperidin-3-yl)amino)phenyl)piperazin-1-yl)-14-oxotetradecanoic acid 2,2,2-trifluoroacetate salt FC(C(=O)O)(F)F.O=C1NC(CCC1NC1=CC=C(C=C1)N1CCN(CC1)C(CCCCCCCCCCCCC(=O)O)=O)=O